6-(Hydroxymethyl)oxan-3-aminium hydrochloride Cl.OCC1CCC(CO1)[NH3+]